NCC(CN1N=CN(C1=O)C1=CC=CC(=N1)C=1C=C2CCC(N(C2=CC1)C)=O)=C(F)F 6-[6-[1-[2-(aminomethyl)-3,3-difluoro-allyl]-5-oxo-1,2,4-triazol-4-yl]-2-pyridyl]-1-methyl-3,4-dihydroquinolin-2-one